1-[2-(2-aminopyridin-4-yl)-3-(pyridin-2-yl)-1H-pyrrolo[3,2-b]pyridin-7-yl]pyrrolidin-2-one NC1=NC=CC(=C1)C1=C(C2=NC=CC(=C2N1)N1C(CCC1)=O)C1=NC=CC=C1